trans-4-[5-bromo-2-(propylamino)-7H-pyrrolo[2,3-d]pyrimidin-7-yl]cyclohexan-1-ol BrC1=CN(C=2N=C(N=CC21)NCCC)[C@@H]2CC[C@H](CC2)O